BrC1=CN(C2=CC=C(C=C12)S(=O)(=O)N1CCN(CC1)C(=O)OC(C)(C)C)C tert-butyl 4-((3-bromo-1-methyl-1H-indol-5-yl)sulfonyl)piperazine-1-carboxylate